FC=1C=C2C(=CNC2=CC1)NC(=O)N1CC2=CC=C(C=C2CC1)N1CCC2(CC2)CC1 N-(5-fluoro-1H-indol-3-yl)-6-(6-azaspiro[2.5]octane-6-yl)-3,4-dihydroisoquinoline-2(1H)-Carboxamide